C(C)(C)(C)OC(=O)N[C@@H](CCC(=O)O)C(=O)OC (S)-4-((tert-butoxycarbonyl)amino)-5-methoxy-5-oxopentanoic acid